(1S,2S,3S,5R)-3-(2-(aminomethyl)phenoxy)-5-(4-methyl-7H-pyrrolo[2,3-d]pyrimidin-7-yl)cyclopentane-1,2-diol NCC1=C(O[C@@H]2[C@H]([C@H]([C@@H](C2)N2C=CC3=C2N=CN=C3C)O)O)C=CC=C1